1-(2-isopropylphenyl)pyrido[3,4-d]pyrimidine-2,4(1H,3H)-dione C(C)(C)C1=C(C=CC=C1)N1C(NC(C2=C1C=NC=C2)=O)=O